C(N)(=O)C1=CC(=NC=N1)N1CCC(CC1)C(=O)O 1-(6-carbamoyl-pyrimidin-4-yl)piperidine-4-carboxylic acid